The molecule is a member of the class of chloroethanes that is ethane substituted by chloro groups at positions 1, 1, 2 and 2. C(C(Cl)Cl)(Cl)Cl